(S)-1-(6-(4-fluoro-1H-pyrazol-1-yl)pyridin-3-yl)ethylamine FC=1C=NN(C1)C1=CC=C(C=N1)[C@H](C)N